CN[Si]1(O[Si](O[Si](O1)(C)NC)(C)C)C 2,4-bis(methylamino)-2,4,6,6-tetramethylcyclotrisiloxane